N1=CC(=CC=C1)C=1C=C(C=C(C1)C=1C=NC=CC1)C1=CC(=CC(=C1)C1=CC(=CC(=C1)C=1C=NC=CC1)C=1C=NC=CC1)C1=CC(=CC(=C1)C=1C=NC=CC1)C=1C=NC=CC1 1,3,5-tris[3,5-bis(3-pyridyl)phenyl]benzene